BrC=1C=CC(=C(\C=C/2\ON(OS2)CCCCCCC(=O)O)C1)OC (Z)-7-(5-(5-bromo-2-methoxybenzylidene)-2,4-dioxathiazolidin-3-yl)heptanoic acid